4-(4-(bromomethyl)piperidin-1-yl)-N-(5-(3,5-difluorobenzyl)-1H-indazol-3-yl)-2-((tetrahydro-2H-pyran-4-yl)amino)benzamide BrCC1CCN(CC1)C1=CC(=C(C(=O)NC2=NNC3=CC=C(C=C23)CC2=CC(=CC(=C2)F)F)C=C1)NC1CCOCC1